(1S,2R,5R)-2-ethoxy-2,6,6-trimethyl-9-methylenebicyclo[3.3.1]nonane C(C)O[C@]1([C@H]2CCC([C@@H](CC1)C2=C)(C)C)C